FC1=CC=2C(C3=CC=CC=C3C2C(=C1)C=1C=NN(C1)C(C(=O)NNC1=NC2=CC=CC=C2N=C1)C)(C(F)(F)F)O 2-(4-(2-fluoro-9-hydroxy-9-(trifluoromethyl)-9H-fluoren-4-yl)-1H-pyrazol-1-yl)-N'-(quinoxalin-2-yl)propanehydrazide